tert-butyl ((1r,4r)-4-((5-bromopyrimidin-2-yl)amino)cyclohexyl)carbamate BrC=1C=NC(=NC1)NC1CCC(CC1)NC(OC(C)(C)C)=O